((3s,5r)-5-methylmorpholin-3-yl)methanol C[C@@H]1COC[C@@H](N1)CO